FC(CC1=C(C=CC(=C1)C=O)C1=CC=C(C=C1)C(F)(F)F)(F)F (2,2,2-trifluoroethyl)-4'-trifluoromethyl-[1,1'-biphenyl]-4-carbaldehyde